6-(3-(3-(azabicyclo[3.1.0]hexane-3-yl)propoxy)pyridin-3-yl)-7-fluoro-1-isopropyl-3-methyl-1,3-dihydro-2H-imidazo[4,5-c]cinnolin-2-one N12CC(CC2C1)CCCOC1(CN=CC=C1)C1=C(C=CC=2C3=C(N=NC12)N(C(N3C(C)C)=O)C)F